C(C)OC(C(CC(F)(F)F)CN(C)C(CC(=O)OCC)=O)=O ethyl-2-{[(3-ethoxy-3-oxopropanoyl)(methyl)amino]methyl}-4,4,4-trifluorobutanoate